ClC=1C(OC(=C(N1)Cl)C)=O 3,5-dichloro-6-methyl-2H-1,4-oxazin-2-one